Diisopropoxyaluminum monostearylacetoacetate C(CCCCCCCCCCCCCCCCC)OC(CC(=O)C)=O.C(C)(C)O[Al]OC(C)C